CN1C(CC(CC1)NC(=O)C1=CC(=CC=2N(C=NC21)CC(F)(F)F)C#CCNC2=C(C=C(C(=C2)F)S(=O)(=O)C)OC)C N-(1,2-Dimethyl-4-piperidyl)-6-[3-(5-fluoro-2-methoxy-4-methylsulfonyl-anilino)prop-1-ynyl]-1-(2,2,2-trifluoroethyl)benzimidazole-4-carboxamide